C(C)(C)(C)N1N=CC(=C1)C(=O)NCC1=NC(=NO1)C1=NN2C(C=CC=C2N[C@H]2[C@H](CN(CC2)C)F)=C1C(=C)C 1-(tert-butyl)-N-((3-(7-(((3S,4R)-3-fluoro-1-methylpiperidin-4-yl)amino)-3-(prop-1-en-2-yl)pyrazolo[1,5-a]pyridin-2-yl)-1,2,4-oxadiazol-5-yl)methyl)-1H-pyrazole-4-carboxamide